(R)-4-(5-(4-methoxy-3-propoxyphenyl)pyridin-3-yl)-1,2-oxaborolan COC1=C(C=C(C=C1)C=1C=C(C=NC1)[C@H]1CBOC1)OCCC